COC1=C(\C=C\2/C(NC(N(C2=O)C2=CC=CC3=CC=CC=C23)=S)=O)C=CC=C1 (5E)-5-(2-Methoxybenzylidene)-1-(1-naphthyl)-2-thioxodihydro-4,6(1H,5H)-pyrimidinedione